The molecule is lipid IVA glycosylated with four 3-deoxy-D-manno-octulosonic acid (KDO) residues. It is a conjugate acid of a (KDO)4-lipid IVA(8-). CCCCCCCCCCC[C@H](CC(=O)N[C@@H]1[C@H]([C@@H]([C@H](O[C@@H]1OP(=O)(O)O)CO[C@H]2[C@@H]([C@H]([C@@H]([C@H](O2)CO[C@@]3(C[C@H]([C@H]([C@H](O3)[C@@H](CO)O)O)O[C@@]4(C[C@H]([C@H]([C@H](O4)[C@@H](CO)O)O)O[C@@]5(C[C@H]([C@H]([C@H](O5)[C@@H](CO)O)O)O[C@@]6(C[C@H]([C@H]([C@H](O6)[C@@H](CO)O)O)O)C(=O)O)C(=O)O)C(=O)O)C(=O)O)OP(=O)(O)O)OC(=O)C[C@@H](CCCCCCCCCCC)O)NC(=O)C[C@@H](CCCCCCCCCCC)O)O)OC(=O)C[C@@H](CCCCCCCCCCC)O)O